4-2-ethylhexyl benzoate C(C1=CC=CC=C1)(=O)OCCCC(CC)CC